methyl (1R,3R)-3-(6-((1,6-naphthyridin-2-yl)amino)-4-(cyclopropylamino) nicotinamido)cyclobutane-1-carboxylate N1=C(C=CC2=CN=CC=C12)NC1=NC=C(C(=O)NC2CC(C2)C(=O)OC)C(=C1)NC1CC1